C(C)(=O)N1CC=2N(CC1)N=C(C2C2=C1C(=NC=C2)NC(C1(Br)Br)=O)C1=CC=C(C=C1)F 4-(5-acetyl-2-(4-fluorophenyl)-4,5,6,7-tetrahydropyrazolo[1,5-a]pyrazin-3-yl)-3,3-dibromo-1,3-dihydro-2H-pyrrolo[2,3-b]pyridin-2-one